Dimethyl 2-fluoroterephthalate FC1=C(C(=O)OC)C=CC(=C1)C(=O)OC